ClC1=NC=CC=C1SCC1CCN(CC1)C(=O)OC(C)(C)C tert-Butyl 4-(((2-chloropyridin-3-yl)thio)methyl)piperidine-1-carboxylate